(carboxymethyl)-2-((R)-1-(2-(2,5-dichlorobenzamido)acetamido)-3-methylbutyl)-6-oxo-1,3,2-dioxaborinane-4-carboxylic acid C(=O)(O)CC1(OB(OC(C1)=O)[C@H](CC(C)C)NC(CNC(C1=C(C=CC(=C1)Cl)Cl)=O)=O)C(=O)O